C(C=C)(=O)OCCC(C=1C(C(C(=C(C1)F)F)(OC)N(C)C)F)=O 3-dimethylamino-2-(2,4,5-trifluoro-3-methoxy-benzoyl)-ethyl acrylate